hexahydro-1H-isoindole-2(3H)-carboxylate C1N(CC2CCCCC12)C(=O)[O-]